7-bromo-N-((4r,5s,7r,8r,9s,10r)-8,10-dihydroxy-7-(hydroxymethyl)-9-(4-(3,4,5-trifluorophenyl)-1H-1,2,3-triazol-1-yl)-1,6-dioxaspiro[4.5]dec-4-yl)-1-naphthamide BrC1=CC=C2C=CC=C(C2=C1)C(=O)N[C@@H]1CCO[C@]12O[C@@H]([C@@H]([C@@H]([C@H]2O)N2N=NC(=C2)C2=CC(=C(C(=C2)F)F)F)O)CO